2-phenyl-4-[2-hydroxy-4-(β-sec-butyloxy-2-hydroxypropyloxy)phenyl]-6-(2-hydroxy-4-(β-sec-amyloxy-2-hydroxypropyloxy)-phenyl)-s-triazine C1(=CC=CC=C1)C1=NC(=NC(=N1)C1=C(C=C(C=C1)OCC(C)(O)OC(C)CC)O)C1=C(C=C(C=C1)OCC(C)(O)OC(C)CCC)O